FC(OC1=CC(=NN1)NC1=NC(=CN=C1)O[C@H]1CNCCC1)F (R)-N-(5-(difluoromethoxy)-1H-pyrazol-3-yl)-6-(piperidin-3-yloxy)pyrazin-2-amine